C(C1=CC=CC=C1)OC=1C=C2C(=C(N(C2=CC1)CC1=CC=C(C=C1)CCNCC)C1=C(C=CC=C1C)C)F 2-(4-((5-(benzyloxy)-2-(2,6-dimethylphenyl)-3-fluoro-1H-indol-1-yl)methyl)phenyl)-N-ethylethane-1-amine